2-(6-Oxo-5-(trifluoromethyl)-1,6-dihydropyridin-3-yl)ethyl (2R,5S)-4-(5-cyclopropylpyrimidin-2-yl)-2,5-Dimethylpiperazine-1-carboxylate C1(CC1)C=1C=NC(=NC1)N1C[C@H](N(C[C@@H]1C)C(=O)OCCC1=CNC(C(=C1)C(F)(F)F)=O)C